FC=1C=C(C=C(C1)F)CNC(=O)C=1C(=NC(=CC1C)N1CCOCC1)C(C)C N-[(3,5-Difluoro-phenyl)-methyl]-2-isopropyl-4-methyl-6-morpholin-4-yl-pyridine-3-carboxylic acid amide